ClC1=CNC2=NC=C(C=C21)C=2C=C1CCN(CC1=C(C2)[C@H]2NCCOC2)C(=O)N2CCC(CC2)O (R)-(6-(3-chloro-1H-pyrrolo[2,3-b]pyridin-5-yl)-8-(morpholin-3-yl)-3,4-dihydroisoquinolin-2(1H)-yl)(4-hydroxypiperidin-1-yl)methanone